ClC1=CC2=C(N(C(N2CC2=NC=C(C=C2)C=2OC(=NN2)C(F)F)=O)C2CCN(CC2)CC(C(F)F)(F)F)C=C1 5-chloro-3-((5-(5-(difluoromethyl)-1,3,4-oxadiazole-2-yl)pyridine-2-yl)methyl)-1-(1-(2,2,3,3-tetrafluoropropyl)piperidine-4-yl)-1,3-dihydro-2H-benzo[d]imidazole-2-one